6-(6-(Difluoromethyl)-3-(2-neopentyloxazol-5-yl)pyridin-2-yl)-2-methylisoindolin-1-on FC(C1=CC=C(C(=N1)C1=CC=C2CN(C(C2=C1)=O)C)C1=CN=C(O1)CC(C)(C)C)F